tert-butyl (1S,3S)-3-butyl-6-methoxy-1-(4-(3-methyl-1,2,4-oxadiazol-5-yl)phenyl)-3,4-dihydroisoquinoline-2(1H)-carboxylate C(CCC)[C@@H]1N([C@H](C2=CC=C(C=C2C1)OC)C1=CC=C(C=C1)C1=NC(=NO1)C)C(=O)OC(C)(C)C